3-fluoro-3-(6-(hydroxymethyl)pyridin-2-yl)pyrrolidine-1-carboxylic acid tert-butyl ester C(C)(C)(C)OC(=O)N1CC(CC1)(C1=NC(=CC=C1)CO)F